NCC=1C=C(C=CC1)C1=CC(=CC=2C=COC21)COC2=C(C=CC(=C2)C(C)NC(=O)OCC)CC(=O)O (-)-2-(2-((7-(3-(aminomethyl)phenyl)benzofuran-5-yl)methoxy)-4-(1-((ethoxycarbonyl)amino)ethyl)phenyl)acetic acid